(6S,7S)-N-((1-fluorocyclopropyl)methyl)-7-((fluoromethyl)sulfonamido)-6-((2,3',5'-trifluoro-[1,1'-biphenyl]-3-yl)methyl)-5-azaspiro[2.4]heptane-5-carboxamide FC1(CC1)CNC(=O)N1CC2(CC2)[C@@H]([C@@H]1CC=1C(=C(C=CC1)C1=CC(=CC(=C1)F)F)F)NS(=O)(=O)CF